5-[1-fluoro-3-hydroxy-7-(4-hydroxy-4-methylpentyl)naphthalen-2-yl]-1λ6,2,5-thiadiazolidine-1,1,3-trione FC1=C(C(=CC2=CC=C(C=C12)CCCC(C)(C)O)O)N1CC(NS1(=O)=O)=O